p-methoxy methyl cinnamate COC1=CC=C(C=C1)/C=C/C(=O)OC